C(C=C)OCC(C(=O)OCCN(C)C)(C)COCC=C 2-(dimethylamino)ethyl 3-(allyloxy)-2-((allyloxy)methyl)-2-methylpropanoate